(S)-N-((5-chloro-1H-indol-2-yl)methyl)-1-(2-(3-fluoro-4-methylphenyl)-2H-pyrazolo[3,4-d]pyrimidin-4-yl)piperidine-3-carboxamide ClC=1C=C2C=C(NC2=CC1)CNC(=O)[C@@H]1CN(CCC1)C=1C=2C(N=CN1)=NN(C2)C2=CC(=C(C=C2)C)F